ethyl 5-((t-butoxycarbonyl)amino)-6-methoxypyrazolo[1,5-a]pyridine-3-carboxylate C(C)(C)(C)OC(=O)NC1=CC=2N(C=C1OC)N=CC2C(=O)OCC